{[rel-(2R,3R)-3-(2-chlorophenyl)-2-(2,4-difluorophenyl)oxiran-2-yl]methyl}-1H-1,2,4-triazol-5-ylthiocyanate ClC1=C(C=CC=C1)[C@@H]1[C@@](O1)(C1=C(C=C(C=C1)F)F)CN1N=CN=C1SC#N |o1:7,8|